7-oxo-4-thia-1-azabicyclo[3.2.0]-heptane-2-carboxylic acid sodium salt [Na+].O=C1CC2SCC(N12)C(=O)[O-]